tert-butyl 7-((1-(3-(2,6-bis(benzyloxy)pyridin-3-yl)-1-methyl-1H-indazol-7-yl)piperidin-4-yl)methyl)-3-oxa-7,9-diazabicyclo[3.3.1]nonane-9-carboxylate C(C1=CC=CC=C1)OC1=NC(=CC=C1C1=NN(C2=C(C=CC=C12)N1CCC(CC1)CN1CC2COCC(C1)N2C(=O)OC(C)(C)C)C)OCC2=CC=CC=C2